C(C)OC=1C(C(C1C(C)(C)C)=O)=O 3-ethoxy-4-tert-butylcyclobutene-1,2-dione